(2S)-2-amino-N-[(1S)-1-{[2,5-dichloro-4-(hydroxymethyl)phenyl]carbamoyl}ethyl]-3-methylbutanamide N[C@H](C(=O)N[C@@H](C)C(NC1=C(C=C(C(=C1)Cl)CO)Cl)=O)C(C)C